2-((2,4-dimethoxyphenyl)amino)-5-(trifluoromethyl)-benzoic acid COC1=C(C=CC(=C1)OC)NC1=C(C(=O)O)C=C(C=C1)C(F)(F)F